NC1=NC=CC(=C1)C[C@@H]1[C@H](N(C1=O)C(=O)N[C@H](CC)C1CCCCC1)C(=O)N(C)C1=NN(C=C1)C (2S,3R)-3-((2-aminopyridin-4-yl)methyl)-N2-(1-methyl-1H-pyrazol-3-yl)-N1-((R)-1-cyclohexylpropyl)-N2-methyl-4-oxoazetidine-1,2-dicarboxamide